5,5-dimethyl-1,4,5,6-tetrahydrocyclopenta[b]pyrrole CC1(CC2=C(NC=C2)C1)C